1-((4-(dihydroxy-boryl)phenyl)methyl)-1,3-benzodiazole-6-carboxylic acid trifluoroacetate FC(C(=O)O)(F)F.OB(C1=CC=C(C=C1)CN1C=NC2=C1C=C(C=C2)C(=O)O)O